C(C)C1=CC=C(C2=C1OCCO2)N2C(CNCC2)CC 8-Ethyl-5-(2-ethylpiperazin-1-yl)-2,3-dihydro-1,4-benzodioxine